N-((5-(Pyridin-4-yl)isochroman-1-yl)methyl)ethanamine hydrochloride salt Cl.N1=CC=C(C=C1)C1=C2CCOC(C2=CC=C1)CNCC